tert-butyl (1-(thiazol-2-yl)piperidin-4-yl)carbamate S1C(=NC=C1)N1CCC(CC1)NC(OC(C)(C)C)=O